amino-5-chloro-4-(trifluoromethyl)-benzoic acid methyl ester COC(C1=C(C=C(C(=C1)Cl)C(F)(F)F)N)=O